carbene-gold C=[Au]